3-((S)-2-((S)-2-((4-cyano-2-fluorophenyl)amino)propionylamino)-3,3-dimethylbutyryl)-6,6-dimethyl-3-azabicyclo[3.1.0]hexane-2-carboxamide C(#N)C1=CC(=C(C=C1)N[C@H](C(=O)N[C@H](C(=O)N1C(C2C(C2C1)(C)C)C(=O)N)C(C)(C)C)C)F